C(C)(C)(C)OC(=O)NCCOCC(=O)O {2-[(tert-butoxycarbonyl)amino]ethoxy}acetic acid